(1S,2S)-2-fluoro-N-(3-(6-((R)-1-hydroxybutyl)-4-methylpyridin-3-yl)-1-methyl-2-oxo-1,2-dihydro-1,6-naphthyridin-7-yl)cyclopropane-1-carboxamide F[C@@H]1[C@@H](C1)C(=O)NC1=NC=C2C=C(C(N(C2=C1)C)=O)C=1C=NC(=CC1C)[C@@H](CCC)O